4-(difluoromethoxy)-3-phenyl-benzonitrile FC(OC1=C(C=C(C#N)C=C1)C1=CC=CC=C1)F